C(C1=CC=CC=C1)C1=NC(=C(N=C1C)C)C 2-benzyl-3,5,6-trimethyl-pyrazine